methyl (4-piperidyl)acetate hydrochloride Cl.N1CCC(CC1)CC(=O)OC